Sodium tritaurate NCCS(=O)(=O)[O-].NCCS(=O)(=O)[O-].NCCS(=O)(=O)[O-].[Na+].[Na+].[Na+]